C1(CC1)C1=CC(=CC(=N1)NC(C=1C(N(C=C(C1)CN(C)C)C1CC1)=O)=O)C1=C(C=C(C=C1)F)C1=NN=CN1C N-{6-Cyclopropyl-4-[4-fluoro-2-(4-methyl-4H-1,2,4-triazol-3-yl)phenyl]-2-pyridyl}-1-cyclopropyl-5-[(dimethylamino)methyl]-2-oxo-1,2-dihydronicotinamide